4-(4-fluorophenyl)-2-(4-((3-(1-methyl-1H-pyrazol-4-yl)pyridin-4-yl)oxy)phenethyl)isoindole-1,3-dione FC1=CC=C(C=C1)C1=C2C(N(C(C2=CC=C1)=O)CCC1=CC=C(C=C1)OC1=C(C=NC=C1)C=1C=NN(C1)C)=O